7-(((2-Acetaminoethyl)amino)methyl)-4-((2-methyl-[1,1'-biphenyl]-3-yl)methoxy)-2,3-dihydro-1H-indene-5-carboxylic acid methyl ester COC(=O)C=1C(=C2CCCC2=C(C1)CNCCNC(=O)C)OCC=1C(=C(C=CC1)C1=CC=CC=C1)C